CCCCOCCOP(=O)(OCCOCCCC)OCCOCCCC Tributoxy ethyl Phosphate